BrC1=CC=C2C=C(N=C(C2=C1)C(F)(F)F)N 7-bromo-1-(Trifluoromethyl)isoquinolin-3-amine